C(C)(C)(C)S(=O)NC1(CN(C1)C(=O)OCC1=CC=CC=C1)C1=CC=C(C=C1)C1=C(N=CS1)C benzyl 3-(tert-butylsulfinylamino)-3-[4-(4-methylthiazol-5-yl)phenyl]azetidine-1-carboxylate